C(#N)C1=C(C=C(CC[C@@]2(CN(CC2)C(C)(C)C2=NC=CC=C2)C(=O)NC2(COC2)C(F)(F)F)C=C1)F (R)-3-(4-cyano-3-fluorophenethyl)-1-(2-(pyridin-2-yl)propan-2-yl)-N-(3-(trifluoromethyl)oxetan-3-yl)pyrrolidine-3-carboxamide